C(C)(C)(C)OC(=O)N1C(C2=CC=C(C=C2C1)N(C1=CC=C(C=C1)C)C)CNC=1C=NC=CC1C(=O)OC methyl 3-[({2-[(tert-butyl) oxycarbonyl]-5-[methyl (4-methyl-phenyl)amino]isoindolinyl}methyl)amino]pyridine-4-carboxylate